CC=1OCC(N1)(C)CO 2,4-dimethyl-5H-1,3-oxazol-4-yl-methanol